C(CCCCC)OC(CCCCCBr)=O 6-Bromohexanoic acid hexyl ester